3-(2-chloro-3-((N-methylsulfamoyl)amino)benzyl)-6-fluoro-2-oxo-4-(piperazin-1-ylmethyl)-2H-chromen-7-yl dimethylcarbamate CN(C(OC1=C(C=C2C(=C(C(OC2=C1)=O)CC1=C(C(=CC=C1)NS(NC)(=O)=O)Cl)CN1CCNCC1)F)=O)C